F[P-](F)(F)(F)(F)F.C1(CCCCC1)N(C)[P+](NC)(N(C1CCCCC1)C)N(C1CCCCC1)C Tris(cyclohexyl(methyl)amino)(methylamino)phosphonium hexafluorophosphate